4-BROMO-1H-PYRAZOLE-3-CARBALDEHYDE BrC=1C(=NNC1)C=O